[N+](=O)([O-])C1=CC=C(C=C1)S(=O)(=O)ON=C(C#N)C1=CC=CC=C1 α-(4-nitrobenzenesulfonyloxyimino)phenylacetonitrile